C[C@@H]1[C@H](C1)C(=O)O (1s,2S)-2-methylcyclopropane-1-carboxylic acid